FC(C(=O)O)(F)F.C(#N)CC(N1N=CC(=C1)C=1C2=C(N=CN1)NC=C2)C=2C=C(C(=O)NC1=CC=CC3=CC=CC=C13)C=CC2 3-{2-cyano-1-[4-(7H-pyrrolo-[2,3-d]pyrimidin-4-yl)-1H-pyrazol-1-yl]ethyl}-N-1-naphthylbenzamide trifluoroacetate